N1(C=NC=C1)C=1C(=CC(=C(OC=2C(=NC(=NC2)N)N)C1)C(C)C)OC 5-(5-Imidazol-1-yl-2-isopropyl-4-methoxy-phenoxy)-pyrimidine-2,4-diamine